FC1(CN(CC1)C=1C=C(C(=C(C1)N1C(N(C=C1)CC=1C=NN(C1)CC)=O)F)C(F)(F)F)F 1-[5-(3,3-difluoropyrrolidin-1-yl)-2-fluoro-3-(trifluoromethyl)phenyl]-3-[(1-ethyl-1H-pyrazol-4-yl)methyl]-1,3-dihydro-2H-imidazol-2-one